2-(2-fluoro-4-methylphenyl)-N-(1-methylpiperidin-4-yl)-5-(1H-pyrrolo[2,3-b]pyridin-4-yl)-1-{[2-(trimethylsilyl)ethoxy]methyl}-1H-pyrrole-3-carboxamide FC1=C(C=CC(=C1)C)C=1N(C(=CC1C(=O)NC1CCN(CC1)C)C1=C2C(=NC=C1)NC=C2)COCC[Si](C)(C)C